6-(cyclopropanecarboxamido)-N-(methyl-d3)-4-((5-methyl-4,5-dihydro-[1,2,3]triazolo[1,5-a]quinoxalin-6-yl)amino)pyridazine-3-carboxamide C1(CC1)C(=O)NC1=CC(=C(N=N1)C(=O)NC([2H])([2H])[2H])NC1=C2N(CC=3N(C2=CC=C1)N=NC3)C